N-(1-(2-(2,6-dioxopiperidin-3-yl)-1,3-dioxoisoindolin-5-yl)piperidin-4-yl)-5-(4-((7-ethyl-6-oxo-5,6-dihydro-1,5-naphthyridin-3-yl)methyl)piperazin-1-yl)-N-methylpicolinamide O=C1NC(CCC1N1C(C2=CC=C(C=C2C1=O)N1CCC(CC1)N(C(C1=NC=C(C=C1)N1CCN(CC1)CC=1C=NC=2C=C(C(NC2C1)=O)CC)=O)C)=O)=O